BrC1=C2C=C(N(C2=CC=C1)CC1CC1)C#CCN(C(=O)OC(C)(C)C)C1=CC(=C(C(=O)OC)C=C1OC)F methyl 4-({3-[4-bromo-1-(cyclopropylmethyl)-2-indolyl]-2-propynyl}-N-tert-butoxycarbonylamino)-2-fluoro-5-anisate